2-(7-{4-[(2S)-2,3-dihydro-1,4-benzodioxin-2-yl]benzyl}-1,7-diazaspiro[4.4]non-1-yl)acetamide O1[C@H](COC2=C1C=CC=C2)C2=CC=C(CN1CC3(CCCN3CC(=O)N)CC1)C=C2